C(=O)C1=CC=C(OC2=C(C=CC(=C2)CN(C)C)CN(C)C)C=C1 (4-formylphenoxy)-2,5-bis(dimethylaminomethyl)benzene